2-(benzyl-methyl-amino)-3',4'-dihydroxyacetophenone hydrochloride Cl.C(C1=CC=CC=C1)N(CC(=O)C1=CC(=C(C=C1)O)O)C